FC(CCCN1N=C(C=2[C@@H](C(CCC12)(F)F)O)C(F)(F)F)F (4S)-1-(4,4-difluorobutyl)-5,5-difluoro-3-(trifluoromethyl)-6,7-dihydro-4H-indazol-4-ol